(di-sec-butylamino)dichlorosilane C(C)(CC)N(C(C)CC)[SiH](Cl)Cl